C(#N)C=1C=C(C=C(C1)F)N1N=CC(=C1)C(C(=O)NC=1NN=C(C1)C1CC1)C 2-[1-(3-cyano-5-fluorophenyl)pyrazol-4-yl]-N-(5-cyclopropyl-2H-pyrazol-3-yl)propanamide